C1CN(CCC2=C1C=CC=C2)C(=O)[O-] 1,2,4,5-tetrahydro-3H-benzo[d]azepin-3-carboxylate